4-(4-{4-[(2s)-2-{[4-(5-Cyano-1-methyl-1H-1,3-benzodiazol-2-yl)bicyclo[2.2.2]octan-1-yl]formamido}pent-4-ynamido]benzamido}-2-hydroxy-3-(propan-2-yloxy)benzamido)benzoic acid C(#N)C1=CC2=C(N(C(=N2)C23CCC(CC2)(CC3)C(=O)N[C@H](C(=O)NC3=CC=C(C(=O)NC2=C(C(=C(C(=O)NC4=CC=C(C(=O)O)C=C4)C=C2)O)OC(C)C)C=C3)CC#C)C)C=C1